3-((difluoromethyl)sulfonyl)-N-((2-(2-(3,4,4-trimethyl-2-oxoimidazolidin-1-yl)pyrimidin-4-yl)-1,6-naphthyridin-7-yl)methyl)benzamide FC(S(=O)(=O)C=1C=C(C(=O)NCC2=NC=C3C=CC(=NC3=C2)C2=NC(=NC=C2)N2C(N(C(C2)(C)C)C)=O)C=CC1)F